2,2'-bithiazole S1C(=NC=C1)C=1SC=CN1